4-((7-oxo-9-(trifluoromethyl)-7H-pyrimido[5',4':3,4]cyclopenta[1,2-c]quinolin-2-yl)amino)benzonitrile O=C1C2=C(C3=C1C=NC1=CC=C(C=C31)NC3=CC=C(C#N)C=C3)C=NC(=N2)C(F)(F)F